ClC1=CC=C(C=N1)N[C@H](C)C=1C=C(C=C2C(C(=C(OC12)C=1C=CC2=C(NC(N2C)=O)C1)C)=O)C 6-[8-[(1R)-1-[(6-Chloro-3-pyridyl)amino]ethyl]-3,6-dimethyl-4-oxo-chromen-2-yl]-3-methyl-1H-benzimidazol-2-one